1-(2-(2-oxa-5-azabicyclo[2.2.1]heptan-5-yl)ethyl)-6-(4-fluorophenyl)-4-hydroxy-2-oxo-N-(spiro[2.3]hexan-5-yl)-1,2-dihydro-1,8-naphthyridine-3-carboxamide C12OCC(N(C1)CCN1C(C(=C(C3=CC(=CN=C13)C1=CC=C(C=C1)F)O)C(=O)NC1CC3(CC3)C1)=O)C2